4-[(2R)-3-(3,4-dihydro-1H-isoquinolin-2-yl)-2-hydroxy-propyl]-8-(2-methylmorpholine-4-carbonyl)-2,3-dihydro-1,4-benzoxazepin-5-one C1N(CCC2=CC=CC=C12)C[C@H](CN1CCOC2=C(C1=O)C=CC(=C2)C(=O)N2CC(OCC2)C)O